di-sodium DL-malate C(C(O)CC(=O)[O-])(=O)[O-].[Na+].[Na+]